ClC1=C2C(=NC(=C1)OC1=C(C=C(C=C1C)S(=O)(=O)C)F)N(C=N2)C 7-chloro-5-(2-fluoro-4-methanesulfonyl-6-methyl-phenoxy)-3-methyl-3H-imidazo[4,5-b]Pyridine